BrC=1C(=C2C(=NC=NN2C1[2H])Cl)[2H] 6-bromo-4-chloropyrrolo[2,1-f][1,2,4]triazine-5,7-d2